C(C1=CC=CC=C1)OC(CCCC1=C(C(=O)OCC2=CC=CC=C2)C=CC=C1C)=O Benzyl 2-(4-(benzyloxy)-4-oxobutyl)-3-methylbenzoate